2-(2-(3-methoxy-3-oxopropoxy)ethoxy)acetic acid COC(CCOCCOCC(=O)O)=O